(3,3-difluoro-1-methylpiperidin-4-yl)-3-methoxy-4-(prop-2-yn-1-ylamino)benzamide FC1(CN(CCC1C1=C(C(=O)N)C=CC(=C1OC)NCC#C)C)F